FC(S(=O)(=O)[O-])(F)F.[Mg+2].FC(S(=O)(=O)[O-])(F)F magnesium trifluoro-methanesulfonate